[Br-].C1(CCCC1)[C@@](C(=O)OC1C[N+](CC1)(CC(=O)OC)C)(O)C1=CC=CC=C1 (2R,3'R)-3-(2-cyclopentyl-2-phenyl-2-hydroxyacetoxy)-1-methyl-1-methoxycarbonylmethyl-pyrrolidinium bromide